4-Chloro-6-cyclopropyloxy-3-fluoro-2-iodobenzonitrile ClC1=C(C(=C(C#N)C(=C1)OC1CC1)I)F